BrC=1C(=C(C=C(C1Cl)F)O)C=C 3-bromo-4-chloro-5-fluoro-2-vinylphenol